BrC1=CC(=C(C=C1)NC(=O)C1=C(C=NN1C)OCCO)C N-(4-bromo-2-methylphenyl)-4-(2-hydroxyethoxy)-1-methyl-1H-pyrazole-5-carboxamide